O[C@]1(CCN(CC12CCCC2)C([C@@H](CC(F)(F)F)C)=O)CN2C(C=C(C(=C2)C(=O)N2CCN(CC2)C)C2=CC=CC=C2)=O 1-(((S)-10-Hydroxy-7-((R)-4,4,4-trifluoro-2-methylbutanoyl)-7-azaspiro[4.5]decan-10-yl)methyl)-5-(4-methylpiperazin-1-carbonyl)-4-phenylpyridin-2(1H)-on